2-(5-(cyclopropylmethyl)-4-(3-fluoro-4-sulfamoylbenzyl)-3-(4'-(5-methylthiophen-2-yl)-[1,1'-biphenyl]-3-yl)-1H-pyrazol-1-yl)thiazole-4-carboxylic acid C1(CC1)CC1=C(C(=NN1C=1SC=C(N1)C(=O)O)C=1C=C(C=CC1)C1=CC=C(C=C1)C=1SC(=CC1)C)CC1=CC(=C(C=C1)S(N)(=O)=O)F